(2S)-2-[9H-fluoren-9-ylmethoxycarbonyl(methyl)amino]-3-(3-methylbutoxy)propanoic acid C1=CC=CC=2C3=CC=CC=C3C(C12)COC(=O)N([C@H](C(=O)O)COCCC(C)C)C